4-(4-propylpiperazin-1-yl)benzamide C(CC)N1CCN(CC1)C1=CC=C(C(=O)N)C=C1